N(=C=O)CCC12CC(C(CC1)C2)CCCN=C=O 2-isocyanatoethyl-3-(3-isocyanatopropyl)-bicyclo(2.2.1)heptane